IC=1C=C(C=CC1)N(CCC(=O)OC)CCC(=O)OC dimethyl 3,3'-((3-iodophenyl)azanediyl)dipropionate